[Na].CSC1=NC(=C2NC(=NC2=N1)C(N)=O)NC([C@@H](N)[C@H](O)C)=O 2-methylthio-N6-threonyl-carbamoyladenine Sodium